1,3-benzoxazol-2-amin O1C(=NC2=C1C=CC=C2)N